2-(3-(benzyloxy)-2-(hydroxymethyl)-4-methoxyphenyl)-N-(2-(4-(benzyloxy)-3-(methoxy-d3)phenyl)ethyl-1,1-d2)acetamide C(C1=CC=CC=C1)OC=1C(=C(C=CC1OC)CC(=O)NC(CC1=CC(=C(C=C1)OCC1=CC=CC=C1)OC([2H])([2H])[2H])([2H])[2H])CO